[Au].[Pt](=[Se])=[Se] platinum diselenide gold